O=C1NC(CCC1C1=CC(=C(C=C1)N1CCC(CC1)CN(C1CCC(CC1)NC(OCC1=CC=CC=C1)=O)C)F)=O benzyl ((1r,4r)-4-(((1-(4-(2,6-dioxopiperidin-3-yl)-2-fluorophenyl)piperidin-4-yl)methyl)(methyl)amino)cyclohexyl)carbamate